BrC(C1=C(C(=O)O)C=CC=C1)Br.C(C)(C)(C)OOC(C#CC(C)(C)OOC(C)(C)C)(C)C bis(t-butylperoxy)-2,5-dimethyl-hexyne o-(dibromomethyl)benzoate